[Si](C)(C)(C(C)(C)C)OC[C@H]1[C@H]2CC[C@@H](CN1C=1C3=C(N=C(N1)Cl)C(=C(N=C3Cl)Cl)F)N2C(=O)OC(C)(C)C |o1:9,10,13| Tert-butyl (+)-rel-(1R,2R,5S)-2-(((tert-butyldimethylsilyl)oxy)methyl)-3-(2,5,7-trichloro-8-fluoropyrido[4,3-d]pyrimidin-4-yl)-3,8-diazabicyclo[3.2.1]octane-8-carboxylate